3,5-di-tert-butyl-salicyl-2-propylthioanilinium trichloride [Cl-].[Cl-].[Cl-].C(C)(C)(C)C1=C(C(C[NH2+]C2=C(C=CC=C2)SCCC)=CC(=C1)C(C)(C)C)O.C(C)(C)(C)C1=C(C(C[NH2+]C2=C(C=CC=C2)SCCC)=CC(=C1)C(C)(C)C)O.C(C)(C)(C)C1=C(C(C[NH2+]C2=C(C=CC=C2)SCCC)=CC(=C1)C(C)(C)C)O